BrC1C(N(CCC1=O)C1=CC=C(C=C1)Cl)=O 3-bromo-1-(4-chlorophenyl)piperidine-2,4-dione